BrC1=C(C=CC=C1F)F bromo-2,6-difluorobenzene